2-methyl-2,3-dihydrobenzo[b]thiophene-2-carboxylic acid 1,1-dioxide CC1(CC2=C(S1(=O)=O)C=CC=C2)C(=O)O